BrC1=C(C=C2C(NC(NC2=C1O)=O)=O)Cl 7-bromo-6-chloro-8-hydroxyquinazoline-2,4(1H,3H)-dione